C1(CC1)[C@H](C=1C=CC2=C(NC(=N2)[C@H](CC(C(F)F)(C)C)NC(=O)C2=NON=C2C)C1)NC(CC1CC(C1)(F)F)=O N-((S)-1-(6-((R)-Cyclopropyl(2-(3,3-difluorocyclobutyl)acetamido)methyl)-1H-benzo[d]imidazol-2-yl)-4,4-difluoro-3,3-dimethylbutyl)-4-methyl-1,2,5-oxadiazole-3-carboxamide